N=1N2C(C(NC1)=O)=CN=C2 imidazo[5,1-f][1,2,4]triazin-4(3H)-one